ClC1=CC2=C(N(C(=N2)C2=CC=C(N)C=C2)C)C=C1Cl 4-(5,6-dichloro-1-methyl-1H-benzo[d]imidazol-2-yl)aniline